NC(C(=O)O)CN(C1=CC=CC=C1)C 2-amino-3-(methyl(phenyl)amino)propanoic acid